N1=C(C(=NC2=C1C=1N=C(C(=NC1C1=C2N=C(C(=N1)C#N)C#N)C#N)C#N)C#N)C#N dipyrazino[2,3-f:2',3'-h]quinoxalinehexa-carbonitrile